ClC1=CC=C(C=C1)[C@@]1(N(C(C2=CC(=CC(=C12)F)C(C)(C=1C=NN(C1)C)O)=O)CC1=NC=C(C=C1)F)OCC1(CC1)O (3R)-3-(4-Chlorophenyl)-4-fluoro-2-[(5-fluoropyridin-2-yl)methyl]-6-[1-hydroxy-1-(1-methyl-1H-pyrazol-4-yl)ethyl]-3-[(1-hydroxycyclopropyl)methoxy]-2,3-dihydro-1H-isoindol-1-on